vinyl pyruvat C(C(=O)C)(=O)OC=C